C(C)(C)(C)OC(NCCOC1=CC=C(C=C1)C1=CC=C(C=C1)N)=O (2-((4'-amino-[1,1'-biphenyl]-4-yl)oxy)ethyl)carbamic acid tert-butyl ester